tert-butyl-3-[[(Z)-2-cyano-3-hydroxy-3-(5-methylisoxazol-4-yl)prop-2-enoyl]amino]benzoate C(C)(C)(C)OC(C1=CC(=CC=C1)NC(\C(=C(\C=1C=NOC1C)/O)\C#N)=O)=O